(S)-3-((1-(7,8-Dichloro-4-(1H-imidazol-1-yl)quinolin-2-yl)pyrrolidin-2-yl)methoxy)propanoic acid ClC1=CC=C2C(=CC(=NC2=C1Cl)N1[C@@H](CCC1)COCCC(=O)O)N1C=NC=C1